FC=1C=C2C(NC=3C(CCC(C3C2=CC1F)NC)O)=O 8,9-difluoro-4-hydroxy-1-(methylamino)-1,3,4,5-tetrahydrophenanthridin-6(2H)-one